1-ethyl-N-((S)-2-((5-(4-(hydroxymethyl)-1-methyl-1H-pyrazol-5-yl)pyridin-2-yl)amino)-1-((1r,4S)-4-methylcyclohexyl)-2-oxoethyl)-1H-pyrazole-5-carboxamide C(C)N1N=CC=C1C(=O)N[C@H](C(=O)NC1=NC=C(C=C1)C1=C(C=NN1C)CO)C1CCC(CC1)C